Methyl 7-(2-chloro-4-hydroxy-phenoxy)-1-methyl-indazole-5-carboxylate Methyl-7-(2-chloro-4-hydroxy-phenoxy)-1-methyl-indazole-5-carboxylate COC(=O)C=1C=C2C=NN(C2=C(C1)OC1=C(C=C(C=C1)O)Cl)C.ClC1=C(OC=2C=C(C=C3C=NN(C23)C)C(=O)OC)C=CC(=C1)O